(1S,4S)-4-(4-{[5-(2,6-dioxopiperidin-3-yl)pyridin-2-yl]amino}piperidine-1-carbonyl)cyclohexane-1-carboxylic acid O=C1NC(CCC1C=1C=CC(=NC1)NC1CCN(CC1)C(=O)C1CCC(CC1)C(=O)O)=O